2-vinylthio-4-methylbenzoxazole C(=C)SC=1OC2=C(N1)C(=CC=C2)C